(S)-2-amino-3-(4-(4-(4-(8-methoxy-5,6-dihydro-11H-benzo-[5,6]cyclohepta[1,2-b]pyridin-11-ylidene)-piperidin-1-yl)-butoxy)phenyl)propionic acid trihydrochloride Cl.Cl.Cl.N[C@H](C(=O)O)CC1=CC=C(C=C1)OCCCCN1CCC(CC1)=C1C2=C(CCC=3C1=NC=CC3)C=C(C=C2)OC